o-anisoamide C(C=1C(=CC=CC1)OC)(=O)N